3-amino-4-bromo-1H-pyrrole NC1=CNC=C1Br